C(CC=CCC)C(C(=O)OC(CNCCC1=CC=C(C=C1)N)C1=CC=CC=C1)CC 2-((4-aminophenyl-ethyl)amino)-1-phenyl-ethanol HEX-3-EN-1-YL-BUTYRATE